C(C)O[Si](CCCNC)(OCC)OCC triethoxy[3-(methylamino)propyl]silane